2-((3-((2,2-dimethyloxetan-3-yl)oxy)-1-(methyl-d3)-1H-pyrazol-4-yl)amino)-7-((S)-1-methoxypropane-2-yl)-7H-pyrrolo[2,3-d]pyrimidine-6-carbonitrile CC1(OCC1OC1=NN(C=C1NC=1N=CC2=C(N1)N(C(=C2)C#N)[C@H](COC)C)C([2H])([2H])[2H])C